C1N(CCC2=CC=CC=C12)C[C@H](CN1CCN(C2=C(C1=O)C=CC(=C2)OC2CCN(CC2)C2COCC2)C)O 4-[(2R)-3-(3,4-dihydro-1H-isoquinolin-2-yl)-2-hydroxy-propyl]-1-methyl-8-[(1-tetrahydrofuran-3-yl-4-piperidinyl)oxy]-2,3-dihydro-1,4-benzodiazepine-5-one